OC1=C(C=C(C(=C1)O)O)C(C(=O)O)C 2,4,5-trihydroxy-phenylpropanoic acid